(R)-3-(3-((tert-butyldiphenylsilyl)oxy)-2-methylpropyl)-6-(4-chlorophenyl)-8-(1-methyl-1H-pyrazol-4-yl)pyrido[3,4-d]pyrimidin-4(3H)-one [Si](C1=CC=CC=C1)(C1=CC=CC=C1)(C(C)(C)C)OC[C@@H](CN1C=NC2=C(C1=O)C=C(N=C2C=2C=NN(C2)C)C2=CC=C(C=C2)Cl)C